ClC1=NN2C(N=CC3=C2[C@@](CN3C(=O)NC=3C(=NC(=C(C3)Cl)N3N=CC=N3)OC)(C(F)(F)F)C)=C1 (R)-2-chloro-N-(5-chloro-2-methoxy-6-(2H-1,2,3-triazol-2-yl)pyridin-3-yl)-8-methyl-8-(trifluoromethyl)-7,8-dihydro-6H-pyrazolo[1,5-a]pyrrolo[2,3-e]pyrimidine-6-carboxamide